FCCOC1=CC(=NC=C1)[Sn](C)(C)C 4-(2-fluoroethoxy)-2-(trimethylstannyl)pyridine